ClC1=C(C=CC=C1)C1=C2N(C(=NC1=O)N(C)C)C=CC(=C2)C(F)(F)F 4-(2-chlorophenyl)-1-(dimethylamino)-6-(trifluoromethyl)-3H-pyrido[1,2-c]pyrimidin-3-one